(R)-6-(4''-((3-hydroxypyrrolidin-1-yl)methyl)-2,2'-dimethyl-[1,1':3',1''-terphenyl]-3-yl)-2-methoxynicotinaldehyde O[C@H]1CN(CC1)CC1=CC=C(C=C1)C=1C(=C(C=CC1)C1=C(C(=CC=C1)C1=NC(=C(C=O)C=C1)OC)C)C